C(C(=O)O)(C(=O)O)N The molecule is an amino dicarboxylic acid that is malonic acid in which one of the methylene hydrogens has been replaced by an amino group. It has a role as a human metabolite and a Daphnia magna metabolite. It derives from a malonic acid. It is a conjugate acid of an aminomalonate(1-).